7-((2R,4S)-2-(((3-chloropyridin-2-yl)oxy)methyl)-4-fluoropyrrolidin-1-yl)-6-cyano-1-(6-(3-(dimethylamino)azetidin-1-yl)pyridin-3-yl)-4-oxo-1,4-dihydroquinoline-3-carboxylic acid ClC=1C(=NC=CC1)OC[C@@H]1N(C[C@H](C1)F)C1=C(C=C2C(C(=CN(C2=C1)C=1C=NC(=CC1)N1CC(C1)N(C)C)C(=O)O)=O)C#N